5-((4-(2,6-dichlorophenyl)piperazin-1-yl)methyl)-2-(2,4-dioxotetrahydropyrimidine-1(2H)-yl)isoindoline-1,3-dione ClC1=C(C(=CC=C1)Cl)N1CCN(CC1)CC=1C=C2C(N(C(C2=CC1)=O)N1C(NC(CC1)=O)=O)=O